N-(4-((9H-Fluoren-2-yl)amino)-2-(naphthalen-1-yl)quinazolin-6-yl)-3,4,5-trimethoxybenzamide C1=C(C=CC=2C3=CC=CC=C3CC12)NC1=NC(=NC2=CC=C(C=C12)NC(C1=CC(=C(C(=C1)OC)OC)OC)=O)C1=CC=CC2=CC=CC=C12